ClC1=CC(=NC(=C1)Cl)C(=O)N1CC(C(C12CCCC2)O)(F)F (4,6-dichloropyridin-2-yl)(3,3-difluoro-4-hydroxy-1-azaspiro[4.4]nonan-1-yl)methanone